The molecule is a mercury coordination entity made up of linear triatomic molecules in which a mercury atom is bonded to two chlorines. Water-soluble, it is highly toxic. Once used in a wide variety of applications, including preserving wood and anatomical specimens, embalming and disinfecting, as an intensifier in photography, as a mordant for rabbit and beaver furs, and freeing gold from lead, its use has markedly declined as less toxic alternatives have been developed. It has a role as a sensitiser. Cl[Hg]Cl